1,4-Diacetoxy-2-methylnaphthalene C(C)(=O)OC1=C(C=C(C2=CC=CC=C12)OC(C)=O)C